citrate gold salt [Au+3].C(CC(O)(C(=O)[O-])CC(=O)[O-])(=O)[O-]